(R)-8-hydroxy-N,N,3,5-tetramethyl-1-oxoisochromane-7-carboxamide OC=1C(=CC(=C2C[C@H](OC(C12)=O)C)C)C(=O)N(C)C